CC1CN(CC(O1)C)CCOCCN1CC(OC(C1)C)C bis(2,6-dimethylmorpholinylethyl) ether